FC1=C(C(=CC=C1)F)C1CCCC=2N1N=C(N2)C(=O)N[C@@H]2C(N(C=1N(CC2)N=CC1)C)=O |r| 5-(2,6-difluorophenyl)-N-[rac-(6S)-4-methyl-5-oxo-7,8-dihydro-6H-pyrazolo[1,5-a][1,3]diazepin-6-yl]-5,6,7,8-tetrahydro-[1,2,4]triazolo[1,5-a]pyridine-2-carboxamide